trans-4,4'-diaminostilbene dihydrochloride Cl.Cl.NC1=CC=C(C=C1)\C=C\C1=CC=C(C=C1)N